NCC1=NC=CC=C1NC(OC(C)(C)C)=O tert-butyl (2-(aminomethyl)pyridin-3-yl)carbamate